(3R)-3-[9H-Fluoren-9-ylmethoxycarbonyl(methyl)amino]butanoic acid C1=CC=CC=2C3=CC=CC=C3C(C12)COC(=O)N([C@@H](CC(=O)O)C)C